4-fluoro-2-((pyrazolo[1,5-a]pyrimidine-3-carboxamido)methyl)benzofuran-7-carboxylic acid FC1=CC=C(C2=C1C=C(O2)CNC(=O)C=2C=NN1C2N=CC=C1)C(=O)O